C(#N)C=1C(=C2C(C(=NN(C2=CC1)C1=CC=C(C=C1)OC(F)(F)F)C(=O)OCC)=O)S(=O)(=O)C ethyl 6-cyano-5-methylsulfonyl-4-oxo-1-[4-(trifluoromethoxy)phenyl]cinnoline-3-carboxylate